COC=1C=C2CCNC(C2=CC1OC)C1=CC=C(N(C)C)C=C1 4-(6,7-dimethoxy-1,2,3,4-tetrahydroisoquinolin-1-yl)-N,N-dimethylaniline